copper nickel silicate [Si]([O-])([O-])([O-])[O-].[Ni+2].[Cu+2]